N-(4-(3-(6-(4,4-Difluoropiperidin-1-yl)-4-methylpyridin-2-yl)-1,2,4-thiadiazol-5-yl)-3-(6-azaspiro[2.5]octan-6-yl)phenyl)-2-hydroxyethane-1-sulfonamide FC1(CCN(CC1)C1=CC(=CC(=N1)C1=NSC(=N1)C1=C(C=C(C=C1)NS(=O)(=O)CCO)N1CCC2(CC2)CC1)C)F